5-amino-N-(oxetan-3-yl)indoline-6-carboxylic acid methyl ester COC(=O)C1=C(C=C2CCN(C2=C1)C1COC1)N